6-(6-(((1S,3S)-3-((7-(trifluoromethyl)-[1,2,4]triazolo[1,5-a]pyridin-2-yl)amino)cyclopentyl)amino)pyridin-3-yl)-5,6-dihydro-7H-pyrrolo[3,4-d]pyrimidin-7-one FC(C1=CC=2N(C=C1)N=C(N2)N[C@@H]2C[C@H](CC2)NC2=CC=C(C=N2)N2C(C=1N=CN=CC1C2)=O)(F)F